FC1=CC(=C(C(=C1)C(C)C)NC=1OC(CN1)(C(=O)OCC)C1=NOC=C1)C1=CC(=NC=C1)OC ethyl 2-{[4-fluoro-2-(2-methoxypyridin-4-yl)-6-(propan-2-yl)phenyl]amino}-5-(1,2-oxazol-3-yl)-4,5-dihydro-1,3-oxazole-5-carboxylate